N4-(5-(N-hydroxy-acetamido)pentyl)succinamide ON(C(C)=O)CCCCCNC(CCC(=O)N)=O